C(C1=CC=CC=C1)OC=1C=CC2=C(CN(S(O2)(=O)=O)[C@H](C)C=2C=C(C=CC2C)C(CC(=O)OCC)C2=C(C3=C(N(N=N3)CCOCCOCC3=CC=CC=C3)C=C2)C)C1 ethyl 3-(3-{(1R)-1-[6-(benzyloxy)-2,2-dioxo-2H-1,2λ6,3-benzoxathiazin-3(4H)-yl]ethyl}-4-methylphenyl)-3-(1-{2-[2-(benzyloxy)ethoxy]ethyl}-4-methyl-1H-benzotriazol-5-yl)propanoate